(1s,2r,3s,4r,5s)-4-(5-chloro-7-((2-hydroxyethyl)amino)-3H-imidazo[4,5-b]Pyridin-3-yl)-2,3-dihydroxy-N-methyl-bicyclo[3.1.0]Hexane-1-carboxamide ClC1=CC(=C2C(=N1)N(C=N2)[C@H]2[C@@H]([C@@H]([C@@]1(C[C@H]21)C(=O)NC)O)O)NCCO